FC(C(=O)O)(F)F.C1(CCC1)OC=1C(=CC2=CN(N=C2C1)C12COC(C1)(C2)C)C(=O)NC=2C=NN1C2N=CC(=C1)C 6-Cyclobutoxy-2-(1-methyl-2-oxabicyclo[2.1.1]hexan-4-yl)-N-(6-methylpyrazolo[1,5-a]pyrimidin-3-yl)-2H-indazole-5-carboxamide trifluoroacetate